6-((1H-pyrazol-4-yl)sulfonyl)-2-((2,3-dihydro-[1,4]dioxino[2,3-b]pyridin-6-yl)methyl)phthalazin N1N=CC(=C1)S(=O)(=O)C=1C=C2C=NN(CC2=CC1)CC1=CC=C2C(=N1)OCCO2